FC=1C(=C(N)C=C(C1)F)B1OC(C(O1)(C)C)(C)C 3,5-difluoro-2-(4,4,5,5-tetramethyl-1,3,2-dioxaborolan-2-yl)aniline